(4-((4-(cyclohexylamino)-3-(1-methyl-1H-pyrazol-4-yl)-1H-pyrazolo[3,4-d]pyrimidin-6-yl)amino)-3-methoxyphenyl)(4-methylpiperazin-1-yl)methanone C1(CCCCC1)NC1=C2C(=NC(=N1)NC1=C(C=C(C=C1)C(=O)N1CCN(CC1)C)OC)NN=C2C=2C=NN(C2)C